CNC(=O)C1N(C(NC1)=O)C1=NC(=CC(=C1)C(F)(F)F)C N-methyl-3-(6-methyl-4-trifluoromethylpyridin-2-yl)-2-oxoimidazolidin-4-carboxamide